BrC=1C=C(C(=NC1)NC(=S)NC(OCC)=O)C(N[C@@H](C(F)(F)F)CC)=O Ethyl [(5-bromo-3-{[(2R)-1,1,1-trifluorobutan-2-yl]carbamoyl}pyridin-2-yl)carbamothioyl]carbamate